[I-].C(C(=C)C)(=O)OCCCC[N+](C)(C)C 4-(methacryloyloxy)butyltrimethylammonium iodide